(S)-3-(4-(3-((tert-butyldimethylsilyl)oxy)pyrrolidin-1-yl)pyridin-2-yl)-6-chloroimidazo[1,2-b]pyridazine [Si](C)(C)(C(C)(C)C)O[C@@H]1CN(CC1)C1=CC(=NC=C1)C1=CN=C2N1N=C(C=C2)Cl